3-(2-(indolin-7-yl)-9H-carbazol-4-yl)-N,N-dimethylpropanamide N1CCC2=CC=CC(=C12)C1=CC=2NC3=CC=CC=C3C2C(=C1)CCC(=O)N(C)C